sodium butendiol C(=CCC)(O)O.[Na]